C(C1=CC=CC=C1)(=O)P(C1=CC=CC=C1)(C(C1=CC=CC=C1)=O)=O bisbenzoyl-Phenylphosphine oxide